1,6-diacetoxy-2,4-hexadiene C(C)(=O)OCC=CC=CCOC(C)=O